C(CCCCCC)C1=CCCO1 5-Heptyldihydrofuran